5-bromo-7-fluoro-2H-indazole BrC1=CC2=CNN=C2C(=C1)F